C(C1=CC=CC=C1)OC(CN(C[C@H](C(=O)OC)NC(=O)OCC1=CC=CC=C1)C(=O)OC(C)(C)C)=O methyl (R)-3-((2-(benzyloxy)-2-oxoethyl)(tert-butoxycarbonyl)amino)-2-(((benzyloxy)carbonyl)amino)propanoate